N-cycloheptyl-1-ethyl-2-oxo-1,2-dihydrobenzo[cd]indole-6-sulfonamide C1(CCCCCC1)NS(=O)(=O)C=1C=2C3=C(C(N(C3=CC1)CC)=O)C=CC2